C(C)(C)(C)OC(=O)N1C(CC(CC1)C(N(C)OC)=O)C 4-[methoxy(methyl)carbamoyl]-2-methylpiperidine-1-carboxylic acid tert-butyl ester